O1CCN(CC1)CC(=O)N[C@H](C(=O)NC(C(=O)N)CCC)CCC1=CC=CC=C1 2-((S)-2-(2-morpholinoacetamido)-4-phenylbutanamido)-pentanamide